n-methyl-trin-octyl-ammonium C[N+](CCCCCCCC)(CCCCCCCC)CCCCCCCC